NCCNS(=O)(=O)C1=CC=C(C=C1)NC1=NC=CC(=N1)NC1=NC(=NC=C1)C1=NC(=CC=C1)C N-(2-aminoethyl)-4-[[4-[[2-(6-methyl-2-pyridyl)pyrimidin-4-yl]amino]pyrimidin-2-yl]amino]benzenesulfonamide